[Si](C)(C)(C(C)(C)C)OC1(CC1)C1=NC=CC(=C1)N 2-(1-((tert-butyldimethylsilyl)oxy)cyclopropyl)pyridin-4-amine